(1S,5R,6R)-6-(3-methoxyphenyl)-8-methyl-8-azabicyclo[3.2.1]octane COC=1C=C(C=CC1)[C@@H]1[C@H]2CCC[C@@H](C1)N2C